ClC1=C(C=C(C(=C1)F)N1N=NN(C1=O)CCCF)NS(=O)(=O)CC N-{2-chloro-4-fluoro-5-[4-(3-fluoropropyl)-5-oxo-4,5-dihydro-1H-tetrazol-1-yl]phenyl}ethanesulfonamide